7-(6-bromo-1H-benzimidazol-2-yl)-N-hydroxyheptanamide BrC=1C=CC2=C(NC(=N2)CCCCCCC(=O)NO)C1